(R)-N-(6-(4-(1-amino-4-hydroxy-1-oxobutan-2-yl)piperazin-1-yl)-2,2-dimethyl-2,3-dihydrobenzofuran-5-yl)pyrazolo[1,5-a]pyrimidine-3-carboxamide NC([C@@H](CCO)N1CCN(CC1)C1=CC2=C(CC(O2)(C)C)C=C1NC(=O)C=1C=NN2C1N=CC=C2)=O